N-(3-methoxybenzyl)-N-(3-(4-methylpiperazin-1-yl)benzyl)-2-((2-(2-morpholinoethoxy)ethoxy)methyl)pyridin-4-amine COC=1C=C(CN(C2=CC(=NC=C2)COCCOCCN2CCOCC2)CC2=CC(=CC=C2)N2CCN(CC2)C)C=CC1